ClC1=CC=C(C(=N1)C1=NOC(N1)=O)O[C@H](C)C=1C=C(C=C2C(C(=C(OC12)C1=NC=CN=C1)C)=O)C 3-[6-Chloro-3-[(1R)-1-(3,6-dimethyl-4-oxo-2-pyrazin-2-yl-chromen-8-yl)ethoxy]-2-pyridyl]-4H-1,2,4-oxadiazol-5-one